(2R)-2-[5-chloro-2-(1,1-difluoropropyl)-4-fluorophenoxy]-3-fluoropropionic acid ClC=1C(=CC(=C(O[C@H](C(=O)O)CF)C1)C(CC)(F)F)F